4-bromo-1-chloro-dibenzofuran BrC1=CC=C(C2=C1OC1=C2C=CC=C1)Cl